C(#N)C1=CC=C(C=N1)C1=CC=2C(=NC=C(C2NC(C)C)C(=O)NC[C@H](C(C)(C)O)F)S1 (R)-2-(6-Cyanopyridin-3-yl)-N-(2-fluoro-3-hydroxy-3-methylbutyl)-4-(isopropylamino)thieno[2,3-b]pyridin-5-carboxamid